N-[2-(6-chloro-2-pyridyl)-2-(5-cyclopropyl-1-methyl-pyrazol-4-yl)propyl]-3-(3,5-difluoro-2-pyridyl)isoxazole-5-carboxamide ClC1=CC=CC(=N1)C(CNC(=O)C1=CC(=NO1)C1=NC=C(C=C1F)F)(C)C=1C=NN(C1C1CC1)C